4,7,10,13,16,23-hexaazahentriacontanoic acid C(CCNCCNCCNCCNCCNCCCCCCNCCCCCCCC)(=O)O